C(CCCCC(=O)O)(=O)O.NCCCCCN pentamethylenediamine adipate salt